N-(4-(6-(1-hydroxybutyl)-4-methylpyridin-3-yl)imidazo[1,2-a][1,6]naphthyridin-8-yl)oxetan-3-carboxamide OC(CCC)C1=CC(=C(C=N1)C=1C=2N(C3=CC(=NC=C3C1)NC(=O)C1COC1)C=CN2)C